(E)-N-((1-(3-(4-bromophenyl)acryloyl)piperidin-3-yl)methyl)-4-methoxybenzamide BrC1=CC=C(C=C1)/C=C/C(=O)N1CC(CCC1)CNC(C1=CC=C(C=C1)OC)=O